disodium tetraoxalate C(C(=O)[O-])(=O)[O-].C(C(=O)O)(=O)O.C(C(=O)O)(=O)O.C(C(=O)O)(=O)O.[Na+].[Na+]